BrC=1C=C2C=NN(C(C2=CC1)=O)CC1=NN(C=C1C)COCC[Si](C)(C)C 6-bromo-2-((4-methyl-1-((2-(trimethylsilyl)ethoxy)methyl)-1H-pyrazol-3-yl)methyl)phthalazin-1(2H)-one